7-chloroisoquinoline-4-carboxamide ClC1=CC=C2C(=CN=CC2=C1)C(=O)N